(2-chloro-4-phenoxyphenyl)(4-(((1s,4s)-4-(hydroxymethyl)cyclohexyl)amino)-1H-pyrrolo[2,3-b]pyridin-3-yl)methanone ClC1=C(C=CC(=C1)OC1=CC=CC=C1)C(=O)C1=CNC2=NC=CC(=C21)NC2CCC(CC2)CO